4-((6-(1-(4-chloro-2-fluorophenyl)vinyl)pyridin-2-yl)oxy)piperidine-1-carboxylic acid tert-butyl ester C(C)(C)(C)OC(=O)N1CCC(CC1)OC1=NC(=CC=C1)C(=C)C1=C(C=C(C=C1)Cl)F